Cl[Ce](Cl)Cl trichlorocerium